ClC1=CC=2C(C=N1)=C(N(N2)C2=CC=CC=C2)N 6-Chloro-2-phenyl-2H-pyrazolo[4,3-c]pyridin-3-amine